C(C1=CC=CC=C1)(=O)O.C1(O)=CC=C(O)C=C1 hydroquinone monobenzate